ClC1=CC(=C(O[C@H](C(=O)O)C)C=C1F)C1=NOC=C1 (2S)-2-[4-chloro-5-fluoro-2-(1,2-oxazol-3-yl)phenoxy]propanoic acid